(S)-2-amino-4-(3-aminophenyl)butanoic acid N[C@H](C(=O)O)CCC1=CC(=CC=C1)N